ClC1=CC=NC2=CC(=CC=C12)OCCC1CCN(CC1)C(=O)OC(C)(C)C Tert-Butyl 4-{2-[(4-Chloroquinolin-7-Yl)Oxy]Ethyl}Piperidine-1-Carboxylate